cystathionine-D4 [2H]C(CSC[C@@H](C(=O)O)N)[C@@]([2H])(C(=O)O)N([2H])[2H]